(cyclobutylmethyl)-4-(3,4-dichlorophenyl)-1-(6-methyl-2-oxo-1,2-dihydroquinoline-4-carbonyl)piperazine-2-carboxamide C1(CCC1)CC1(N(CCN(C1)C1=CC(=C(C=C1)Cl)Cl)C(=O)C1=CC(NC2=CC=C(C=C12)C)=O)C(=O)N